(S)-1-{(S)-1-[(4-Isobutyl-1-piperidyl)carbonyl]-3-methylbutyl}-3-isobutyl-2-piperazinone C(C(C)C)C1CCN(CC1)C(=O)[C@H](CC(C)C)N1C([C@@H](NCC1)CC(C)C)=O